C(CCC)[P+](CCCC)(CCCC)CCCC.C(CCCCC)C1=C(C=CC=C1)S(=O)(=O)[O-] hexylbenzenesulfonic acid tetrabutylphosphonium salt